3-[1-oxo-6-[(3S)-pyrrolidin-3-yl]oxy-isoindolin-2-yl]piperidine-2,6-dione O=C1N(CC2=CC=C(C=C12)O[C@@H]1CNCC1)C1C(NC(CC1)=O)=O